ClC=1C=C(C=CC1)N1C(=NC2=C3C=CC=NC3=C3N=CC=CC3=C21)C2=CC=C(C(=O)O)C=C2 4-(1-(3-chlorophenyl)-1H-imidazo[4,5-f][1,10]phenanthrolin-2-yl)benzoic acid